CC1C(C1)NC(=O)C1=CC2=C(N=C(S2)N2C[C@H](NCC2)C)S1 N-[2-methylcyclopropyl]-2-[(3R)-3-methylpiperazin-1-yl]thieno[2,3-d]thiazole-5-carboxamide